5-acetylhexahydropyrrolo[3,4-c]pyrrole C(C)(=O)N1CC2C(C1)CNC2